(3-fluoro-4-(4-(pyrimidin-5-ylamino)quinolin-6-yl)phenyl)(morpholino)methanone (S)-Benzyl-4-methyl-2-(2-phenylacetamido)pentanoate C(C1=CC=CC=C1)OC([C@H](CC(C)C)NC(CC1=CC=CC=C1)=O)=O.FC=1C=C(C=CC1C=1C=C2C(=CC=NC2=CC1)NC=1C=NC=NC1)C(=O)N1CCOCC1